N,N,N',N'-tetrakis(3-(isopropylamino)propyl)-1,4-butanediamine C(C)(C)NCCCN(CCCCN(CCCNC(C)C)CCCNC(C)C)CCCNC(C)C